C1C=C[C@@H](C[C@@H]1CO)N2C3=C(C(=NC=N3)Cl)N=N2 Azapurine